(S)-4-((2-ethoxyethyl)(4-(5,6,7,8-tetrahydro-1,8-naphthyridin-2-yl)butyl)amino)-2-((6-phenylpyrimidin-4-yl)amino)butanoic acid C(C)OCCN(CC[C@@H](C(=O)O)NC1=NC=NC(=C1)C1=CC=CC=C1)CCCCC1=NC=2NCCCC2C=C1